BrC1=C(C(=CC(=C1)C#CC)OC)C=1C(NC2(C1O)CCC(CC2)OC)=O 3-[2-Bromo-6-methoxy-4-(prop-1-yn-1-yl)phenyl]-4-hydroxy-8-methoxy-1-azaspiro[4.5]dec-3-en-2-one